(3S,4R)-1-(6-(1-hydroxycyclohexyl)pyridazin-3-yl)-3-methoxypiperidine OC1(CCCCC1)C1=CC=C(N=N1)N1C[C@H](CCC1)OC